COC1=C(C(=O)NC2=CC(=CC=C2)O)C=CC=C1 methoxy-N-(3-hydroxyphenyl)benzamide